[Li]C(CC(CC)C)(C)C1=CC(=CC=C1)C(CC(CC)C)([Li])C 1,3-bis(1-lithio-1,3-dimethylpentyl)benzene